FC=1C=C(C=C(C1C)F)[B-](C1=CC(=C(C(=C1)F)C)F)(C1=CC(=C(C(=C1)F)C)F)C1=CC(=C(C(=C1)F)C)F.ClC=1C=C(C(=O)C2=CC=C(C=C2)SC2=CC=C(C=C2)[S+](C2=CC=C(C=C2)F)C2=CC=C(C=C2)F)C=CC1 4-[4-(3-chlorobenzoyl)phenylthio]phenyl-bis(4-fluorophenyl)sulfonium tetrakis(3,5-difluoro-4-methylphenyl)borate